5-(hydrazinecarbonyl)isoindoline-2-carboxylic acid tert-butyl ester C(C)(C)(C)OC(=O)N1CC2=CC=C(C=C2C1)C(=O)NN